N-{2,3-dimethoxy-6H,7H,8H-cyclopenta[b]1,5-naphthyridin-9-yl}-1-(oxan-4-yl)piperidin-4-amine COC=1N=C2C(=C3C(=NC2=CC1OC)CCC3)NC3CCN(CC3)C3CCOCC3